3-(N-(3-chloro-1H-indol-7-yl)sulfamoyl)-N-(6-(3-(N-(3-chloro-1H-indol-7-yl)sulfamoyl)benzamido)hexyl)benzamide ClC1=CNC2=C(C=CC=C12)NS(=O)(=O)C=1C=C(C(=O)NCCCCCCNC(C2=CC(=CC=C2)S(NC=2C=CC=C3C(=CNC23)Cl)(=O)=O)=O)C=CC1